NC1=NC(N(C=C1Br)[C@@H]1O[C@]([C@H](C1)O)(C=C)CO)=O 4-amino-5-bromo-1-((2R,4S,5R)-4-hydroxy-5-(hydroxymethyl)-5-vinyltetrahydrofurane-2-yl)pyrimidin-2(1H)-one